FC=1C=C(C=C(C1)F)C(C(=O)N1CC2=C(N=C(NC2=O)C2(CC2)C2=CC=C(C=C2)C(F)(F)F)CC1)O 6-(2-(3,5-difluorophenyl)-2-hydroxyacetyl)-2-(1-(4-(trifluoromethyl)phenyl)cyclopropyl)-5,6,7,8-tetrahydropyrido[4,3-d]pyrimidin-4(3H)-one